ClC1=CC=C(C(=O)C2=CC=C(C=C2)I)C=C1 4-chloro-4'-iodobenzophenone